heptadecane-2,15-diol CC(CCCCCCCCCCCCC(CC)O)O